CC(CNC(OCCO)=O)CC(CCNC(OCCO)=O)(C)C 7,9,9-Trimethyl-4,13-dioxo-3,14-dioxa-5,12-diaza-hexadecan-1,16-diol